(S)-N-((5-fluoro-6-(thiazol-4-ylmethoxy)-1H-indol-2-yl)methyl)-3-methylpyrrolidine-1-carboxamide FC=1C=C2C=C(NC2=CC1OCC=1N=CSC1)CNC(=O)N1C[C@H](CC1)C